5-(5-(2-(4-fluoropiperidin-1-yl)ethyl)-3-isopropyl-1H-indol-2-yl)-1,3-dimethylpyridin-2(1H)-one FC1CCN(CC1)CCC=1C=C2C(=C(NC2=CC1)C=1C=C(C(N(C1)C)=O)C)C(C)C